ClC1=CC=C(C(=N1)C(=O)O)N[C@H](C)C1=C2N=C(C(=NC2=CC(=C1)C)C#N)N1CC2C(C1)CC(C2)(F)F 6-chloro-3-(((1R)-1-(2-cyano-3-(5,5-difluorohexahydrocyclopenta[c]pyrrol-2(1H)-yl)-7-methylquinoxalin-5-yl)ethyl)amino)picolinic acid